(2-[3-(trimethoxysilyl)propoxy]-5-hydroxyphenyl)tri(n-butyl)phosphonium bromide [Br-].CO[Si](CCCOC1=C(C=C(C=C1)O)[P+](CCCC)(CCCC)CCCC)(OC)OC